C1=CC2=C(C=C1[N+](=O)[O-])C(=O)C3=C2C(=CC(=C3)[N+](=O)[O-])[N+](=O)[O-] trinitrofluorenone